N1[C@@H](CC1)COC=1C=CC(=C(C(=O)NC2(CC2)C2=C3C=CC=NC3=CC(=C2)OCC(F)(F)F)C1)C (S)-5-(Azetidin-2-ylmethoxy)-2-methyl-N-(1-(7-(2,2,2-trifluoroethoxy)quinolin-5-yl)cyclopropyl)benzamide